C(C(C)C)C1=CC=C(C=C1)[C@H](C)N (1S)-1-(4-isobutylphenyl)ethanamine